heneicosyl-phosphorylcholine C(CCCCCCCCCCCCCCCCCCCC)P(=O)=C(O)C[N+](C)(C)C